COC=1C=C(CNC2=C(C(=O)N)C=CC=C2)C=CC1 2-(3-methoxybenzyl)aminobenzamide